ClC=1N=C(C2=C(N1)C=CO2)Cl 2,4-dichloro-furo[3,2-d]pyrimidine